Tert-butyl (E)-3-(((4-methoxyphenyl)sulfonyl)diazenyl)pyrrolidine-1-carboxylate COC1=CC=C(C=C1)S(=O)(=O)/N=N/C1CN(CC1)C(=O)OC(C)(C)C